methyl 2-[4-fluoro-3-(2-{[1-(3-fluoro(2-pyridyl))-isopropyl]amino}pyrimidin-5-yl)phenyl]acetate FC1=C(C=C(C=C1)CC(=O)OC)C=1C=NC(=NC1)NC(C)(C)C1=NC=CC=C1F